COC1=CC=C(C=C1)CC1=CC=CC=2S(C3=C(C21)C=CC=C3)=O (4-methoxyphenyl)methyldibenzothiophene-5-oxide